OC1=C(C=O)C=C(C=C1)CN1CCN(CC1)C1=C(C=C(C=C1)C1=NC(=NO1)C1=CC=C(C=C1)C(F)(F)F)[N+](=O)[O-] hydroxy-5-((4-(2-nitro-4-(3-(4-(trifluoromethyl)phenyl)-1,2,4-oxadiazol-5-yl)phenyl)piperazin-1-yl)methyl)benzaldehyde